2-(5-chloro-(2H)-benzotriazole-2-yl)-4-(methyl)-6-(tert-butyl)phenol ClC1=CC=2C(=NN(N2)C2=C(C(=CC(=C2)C)C(C)(C)C)O)C=C1